C(C)(=O)N1CCC(CC1)C1=NN(C2=CC=CC=C12)CC(=O)NCC(=O)NCC(=O)OC methyl 2-(2-{2-[3-(1-acetylpiperidin-4-yl)indazol-1-yl] acetamido}acetamido)acetate